FC(C(=O)O)(F)F.C(#N)C=1C(=NC(=C(C1CC)C#N)N1CCC(CC1)N(C)C)SC(CC)C1=CC=C(CNC(C)=O)C=C1 N-(4-(1-(3,5-dicyano-6-(4-(dimethylamino)piperidin-1-yl)-4-ethylpyridin-2-ylthio)Propyl)benzyl)acetamide, trifluoroacetate salt